O1CCOC2=C1C=CC(=C2)C=2NC(C=1N(C2)N=C(C1COC)C(=O)OC)=O methyl 6-(2,3-dihydro-1,4-benzodioxin-6-yl)-3-(methoxymethyl)-4-oxo-4,5-dihydropyrazolo[1,5-a]pyrazine-2-carboxylate